C1(=CC=CC=C1)S(=O)C1CC1 phenyl-cyclopropyl sulfoxide